BrC1=CC(=CC(=C1)Br)Br 2,4,6-tribromobenzene